C1(C(CCCC1)C(=O)OCCCCCCCC(C)C)C(=O)OCCCCCCCC(C)C diisodecyl cyclohexane-1,2-dicarboxylate